4-methoxy-6-(1-(piperidin-4-yl)-1H-pyrazol-4-yl)pyrazolo[1,5-a]pyridine-3-carbonitrile COC=1C=2N(C=C(C1)C=1C=NN(C1)C1CCNCC1)N=CC2C#N